FC(C=1C(=NC=CC1)COC=1C=CC2=C(C(=C(O2)C)C(=O)NC2(CCOCC2)CO)C1)F 5-((3-(difluoromethyl)pyridin-2-yl)methoxy)-N-(4-(hydroxymethyl)tetrahydro-2H-pyran-4-yl)-2-methylbenzofuran-3-carboxamide